N-(3-bromo-5-methoxyphenyl)-6,7-dimethoxyquinolin-4-amine BrC=1C=C(C=C(C1)OC)NC1=CC=NC2=CC(=C(C=C12)OC)OC